methyl-(tert-butyl)phosphinic acid CP(O)(=O)C(C)(C)C